4-(3-Cyanophenyl)-N-(3-(2-hydroxypropyl)-1,2,4-thiadiazol-5-yl)furan-2-carboxamide C(#N)C=1C=C(C=CC1)C=1C=C(OC1)C(=O)NC1=NC(=NS1)CC(C)O